N-(4-methylbenzyl)-N'-phenylthiourea CC1=CC=C(CNC(=S)NC2=CC=CC=C2)C=C1